2,4-Pentandion CC(CC(C)=O)=O